(S)-3-(5-((2-Chloro-6-ethylbenzyl)oxy)-2,3-dihydrospiro[indene-1,2'-morpholin]-4-yl)propanoic acid hydrochloride Cl.ClC1=C(COC=2C(=C3CC[C@@]4(CNCCO4)C3=CC2)CCC(=O)O)C(=CC=C1)CC